alpha-L-rhamnosyl-(1-2)-alpha-L-arabinose [C@@H]1([C@H](O)[C@H](O)[C@@H](O)[C@@H](O1)C)O[C@H]1[C@H](O)OC[C@@H]([C@@H]1O)O